C(C)(C)(C)OC(=O)N1CC(C1)CSS(=O)(=O)C1=CC=CC=C1 3-(((benzenesulfonyl)thio)methyl)azetidine-1-carboxylic acid tert-butyl ester